3-Methoxy-11-methyldibenz(b,f)oxazepine-8-carboxylate CC1=NC2=C(C=CC(=C2)C(=O)O)OC3=C1C=CC(=C3)OC